C(C(C)(C)C)(=O)OCOC[C@H]1O[C@]([C@@H]([C@@H]1O)O)(C1=CC=C2C(=NC=NN21)NC(=O)OCCCCC)C#N (((2R,3S,4R,5R)-5-cyano-3,4-dihydroxy-5-(4-(((pentyloxy)carbonyl)amino)pyrrolo[2,1-f][1,2,4]triazin-7-yl)tetrahydrofuran-2-yl)methoxy)methyl pivalate